C(C)(=O)N1CCC(CC1)NCC1=C(C(=NC=C1)NC=1C(=C(C=CC1)C1=C(C(=NC=C1)C1=CC(=C(CNCC2CCC(N2)=O)C=C1)OC(F)F)Cl)C)F 5-(((4-(4-(3-((4-(((1-acetylpiperidin-4-yl)amino)methyl)-3-fluoropyridin-2-yl)amino)-2-methylphenyl)-3-chloropyridin-2-yl)-2-(difluoromethoxy)benzyl)amino)methyl)pyrrolidin-2-one